P(=O)(OC1=CC=C(C=C1)CCCCCCCC)(OC1=CC=C(C=C1)CCCCCCCC)[O-].[Ca+2].[Ca+2].C(CCCCCCC)C1=CC=C(C=C1)OP(=O)(OC1=CC=C(C=C1)CCCCCCCC)[O-].C(CCCCCCC)C1=CC=C(C=C1)OP(=O)(OC1=CC=C(C=C1)CCCCCCCC)[O-].C(CCCCCCC)C1=CC=C(C=C1)OP(=O)(OC1=CC=C(C=C1)CCCCCCCC)[O-] dicalcium bis[4-octylphenyl] phosphate